6-fluoro-7-methoxyquinazolin-4(3H)-one FC=1C=C2C(NC=NC2=CC1OC)=O